C(=O)(O)CCCCCCCC=CCC(CCCCCC)OC(CC1C(O1)C(=O)O)=O 3-(2-((17-carboxyheptadec-9-en-7-yl)oxy)-2-oxoethyl)oxirane-2-carboxylic acid